CC=1C2=C(N=CN1)N(C=C2)[C@H]2C=C[C@H](C2)O (1S,4R)-4-(4-methyl-7H-pyrrolo[2,3-d]pyrimidin-7-yl)cyclopent-2-en-1-ol